N-isopropyl-1-(naphthalen-2-yl)ethan-1-imine oxide C(C)(C)[N+](=C(C)C1=CC2=CC=CC=C2C=C1)[O-]